[C@@]12(CCC3=CC=CC(=C13)C(=O)N[C@@H](CC1=CC=CC=C1)C(=O)O)CCC1=CC=CC=C12 ((R)-2,2',3,3'-tetrahydro-1,1'-spirobi[indene]-7-carbonyl)-L-phenylalanine